FC(C(=C)C)(F)C=1C(=C(C=CC1)C(C)NC1=NC(=NC2=CC3=C(C=C12)N(C(C(O3)(C)C)=O)C)C)F 4-((1-(3-(1,1-difluoro-2-methylallyl)-2-fluorophenyl)ethyl)amino)-2,6,8,8-tetramethyl-6H-[1,4]oxazino[3,2-g]quinazolin-7(8H)-one